1,2,4,5-tetraaminobenzene hydrochloride salt Cl.NC1=C(C=C(C(=C1)N)N)N